1,4-Bis(trimethylsilyl)butadiyne C[Si](C#CC#C[Si](C)(C)C)(C)C